N1N=CC2=CC=C(C=C12)C=1N=C2C(=NC1)NC(CN2CCC2CCOCC2)=O 6-(1H-indazol-6-yl)-4-(2-(tetrahydro-2H-pyran-4-yl)ethyl)-3,4-dihydropyrazino[2,3-b]pyrazin-2(1H)-one